(8-(trifluoromethyl)-1,4-dioxaspiro[4.5]decan-8-yl)methyl 4-methylbenzenesulfonate CC1=CC=C(C=C1)S(=O)(=O)OCC1(CCC2(OCCO2)CC1)C(F)(F)F